Eugenolglycidyl ether C1(=C(O)C(=CC(CC=C)=C1)C1C(COCC2C(O2)C=2C(=C(C=C(C2)CC=C)OC)O)O1)OC